COC1=CC=2N=CN=C(C2N=C1N1CCNCC1)NC1=CC(=C(C=C1)OC1=CC2=C(N(N=N2)C)C=C1)C 7-methoxy-N-(3-methyl-4-((1-methyl-1H-benzo[d][1,2,3]triazol-5-yl)oxy)phenyl)-6-(piperazin-1-yl)pyrido[3,2-d]pyrimidin-4-amine